FC1=CC=C(C=C1)C=1N=CN(C1C1=CC=CC(=N1)C(=O)NC1=CC=C(C=C1)N1CCN(CC1)CCO)C(C)C 6-(4-(4-fluorophenyl)-1-isopropyl-1H-imidazol-5-yl)-N-(4-(4-(2-hydroxyethyl)piperazin-1-yl)phenyl)picolinamide